4-(4-chloro-2-fluorophenyl)-1-(2-chloro-6-nitrophenyl)piperidine ClC1=CC(=C(C=C1)C1CCN(CC1)C1=C(C=CC=C1[N+](=O)[O-])Cl)F